FC(C1=CC=C(C=C1)[C@@H]1C[C@H](C1)OC=1C=C2C(=CNC2=CC1)NC(=O)C=1SC=CN1)(F)F N-(5-(trans-3-(4-(trifluoromethyl)phenyl)cyclobutoxy)-1H-indol-3-yl)thiazole-2-carboxamide